Cl.C1CNC2CCCC3C2N1C=1C3CN=CC1 octahydro-1H-pyrido[3',4':4,5]pyrrolo[1,2,3-de]quinoxaline hydrochloride